tert-butyl 4-[(2-{2,8-dimethylimidazo[1,2-a]pyrazin-6-yl}-4-oxopyrido[1,2-a]pyrimidin-6-yl)amino]piperidine-1-carboxylate CC=1N=C2N(C=C(N=C2C)C=2N=C3N(C(C2)=O)C(=CC=C3)NC3CCN(CC3)C(=O)OC(C)(C)C)C1